ClC=1C=C(CN2C(CC(C(C2)C)C(=O)N)C)C=CC1 (3-chlorobenzyl)-2,5-dimethylpiperidine-4-carboxamide